1,3-bis(4-ethoxybutyl)imidazolium C(C)OCCCCN1C=[N+](C=C1)CCCCOCC